1-[(2R,3S)-6-fluoro-2-methyl-2,3-dihydrofuro[3,2-b]Pyridin-3-yl]-N-(2H3)Methyl-methylamine FC=1C=C2C(=NC1)[C@@H]([C@H](O2)C)CNC([2H])([2H])[2H]